C1(CC1)C=1C=CC(=C(C1)O)C=1C=2N(C(=NN1)N[C@H]1CN(CCC1)C1CCOCC1)C=CC2 5-cyclopropyl-2-(4-{[(3R)-1-(oxan-4-yl)piperidin-3-yl]amino}pyrrolo[1,2-d][1,2,4]triazin-1-yl)phenol